FC1=C(C=CC(=C1)F)C=1C(=C2N(N1)CCC2)C=2C=CC1=C(N(C=N1)C)C2 6-(2-(2,4-Difluorophenyl)-5,6-dihydro-4H-pyrrolo[1,2-b]pyrazol-3-yl)-1-methyl-1H-benzo[d]imidazole